FC1=CC=C(C(=O)N2CC(C2)C(=O)N2C3=C(OCC2)C(=CN=C3)C3=CC=C(C#N)C=C3)C=C1 4-(4-(1-(4-fluorobenzoyl)azetidine-3-carbonyl)-3,4-dihydro-2H-pyrido[4,3-b][1,4]oxazin-8-yl)-benzonitrile